N-(3-Cyano-4-methyl-1H-indol-7-yl)-1-(3-hydroxy-1-methyl-propyl)pyrazol-4-sulfonamid C(#N)C1=CNC2=C(C=CC(=C12)C)NS(=O)(=O)C=1C=NN(C1)C(CCO)C